C(C)OC(CCCCC)=O.[Mn+2] manganese(II) ethylhexanoate